(3R,5R)-3-((6-((S)-1-amino-2,2-dicyclopropylethyl)imidazo[1,2-b][1,2,4]triazin-2-yl)methyl)-5-(trifluoromethyl)piperidin-2-one N[C@@H](C(C1CC1)C1CC1)C=1N=C2N(N=C(C=N2)C[C@@H]2C(NC[C@@H](C2)C(F)(F)F)=O)C1